C(#N)C=1C=C(C=CC1F)NC(=O)N1CC=2N(C[C@H]1C)C=NC2C(=O)N[C@H](C(F)(F)F)C (R)-N7-(3-Cyano-4-fluorophenyl)-6-methyl-N1-((S)-1,1,1-trifluoropropan-2-yl)-5,6-dihydroimidazo[1,5-a]pyrazine-1,7(8H)-dicarboxamide